N-[(2E)-3-[(3-fluoro-4-methoxyphenyl)(imino)oxo-λ6-sulfanyl]prop-2-en-1-yl]-4-hydroxy-5,6-dimethyl-2-oxo-1,2-dihydropyridine-3-carboxamide FC=1C=C(C=CC1OC)S(/C=C/CNC(=O)C=1C(NC(=C(C1O)C)C)=O)(=O)=N